(R)-N-((R)-8-(8-iodoimidazo[1,2-c]pyrimidin-5-yl)-8-azaspiro[4.5]decan-1-yl)-2-methylpropane-2-sulfonamide IC=1C=2N(C(=NC1)N1CCC3(CCC[C@H]3NS(=O)(=O)C(C)(C)C)CC1)C=CN2